4-[(1S,4S)-2,5-Diazabicyclo[2.2.1]heptan-2-yl]-N-[2-(pyridin-4-yl)-[1,3]thiazolo[5,4-c]pyridin-6-yl]pyrimidin-2-amine [C@@H]12N(C[C@@H](NC1)C2)C2=NC(=NC=C2)NC2=CC1=C(C=N2)SC(=N1)C1=CC=NC=C1